FC1=C(C=CC(=C1)C(F)(F)F)C1=NC(=NC2=NC(=C(N=C12)OC)C)[C@@H]1C[C@@H](OCC1)C=1C=CC(NC1)=O 5-[(2R,4S)-4-[4-[2-fluoro-4-(trifluoromethyl)phenyl]-6-methoxy-7-methyl-pteridin-2-yl]tetrahydropyran-2-yl]-1H-pyridin-2-one